3-cyano-4-(4-(diphenylamino)styryl)-5,5-dimethylfuran C(#N)C=1COC(C1C=CC1=CC=C(C=C1)N(C1=CC=CC=C1)C1=CC=CC=C1)(C)C